[Si].N1=NN=CC=C1 TRIAZINE SILICON